C(C)(C)(C)OC(=O)N1[C@@H]([C@H](CCC1)O[Si](C)(C)C(C)(C)C)C=CC(=O)O 3-((2R,3S)-1-(t-butoxycarbonyl)-3-((t-butyldimethylsilyl)oxy)piperidin-2-yl)acrylic acid